CC1(NCC1)C 2,2-Dimethylazetidine